(S)-N-hydroxy-4-(1-methoxycyclopropane-1-carbonyl)-3-phenyl-2,3,4,5-tetrahydrobenzo[f][1,4]oxazepine-8-carboxamide ONC(=O)C1=CC2=C(CN([C@H](CO2)C2=CC=CC=C2)C(=O)C2(CC2)OC)C=C1